CCCCCCCCC(CCCCCCCC)OC(CCCCCO[C@@H]1[C@@H](CN(C1)CCCCO)OCCCCCC(=O)OC(CCCCCCCC)CCCCCCCC)=O di(heptadecan-9-yl)6,6'-(((3R,4S)-1-(4-hydroxybutyl)pyrrolidine-3,4-diyl)bis(oxy))dihexanoate